mono-lithium citrate C(CC(O)(C(=O)O)CC(=O)O)(=O)[O-].[Li+]